3-(2-FLUOROPHENYL)-1-METHYL-N-(2-OXO-1-(2-(TRIFLUOROMETHYL)PHENYL)ETHYL)-1H-PYRAZOLE-4-CARBOXAMIDE FC1=C(C=CC=C1)C1=NN(C=C1C(=O)NC(C=O)C1=C(C=CC=C1)C(F)(F)F)C